C(C)(C)(C)OC(=O)N1C(CC(C1)C#N)O[Si](C1=CC=CC=C1)(C1=CC=CC=C1)C(C)(C)C ((tert-Butyldiphenylsilyl)oxy)-4-cyanopyrrolidine-1-carboxylic acid tert-butyl ester